CNC=1C2=C(N=C(N1)N)NC=C2 N4-methyl-7H-pyrrolo[2,3-d]pyrimidine-2,4-diamine